8-(4-methoxyphenyl)-N-(3-(4-methylpiperazin-1-yl)phenyl)quinazoline-2-amine COC1=CC=C(C=C1)C=1C=CC=C2C=NC(=NC12)NC1=CC(=CC=C1)N1CCN(CC1)C